C1(CC1)CO[C@H]1CC[C@H]([C@@H](C1)C1=CC=C(C(=O)O)C=C1)CC1=C2C=CNC2=C(C=C1C)C 4-((1R,2S,5S)-5-(cyclopropylmethoxy)-2-((5,7-dimethyl-1H-indol-4-yl)methyl)cyclohexyl)benzoic acid